{1-[2,6-difluoro-4-(5-formyl-thiophen-3-yl)-phenyl]-piperidin-4-yl}-acetic acid ethyl ester C(C)OC(CC1CCN(CC1)C1=C(C=C(C=C1F)C1=CSC(=C1)C=O)F)=O